{6-amino-5-[1-(4-methylpyridin-2-yl)ethoxy]pyridin-3-yl}boronic acid NC1=C(C=C(C=N1)B(O)O)OC(C)C1=NC=CC(=C1)C